C(C)N1C(N(C(C12CCN(CC2)C2=CN=C1C(=N2)N(N=C1C)C1COC1)=O)C1=CC(=NC=C1)C(F)(F)F)=O 1-ethyl-8-(3-methyl-1-(oxetan-3-yl)-1H-pyrazolo[3,4-b]pyrazin-6-yl)-3-(2-(trifluoromethyl)pyridin-4-yl)-1,3,8-triazaspiro[4.5]decane-2,4-dione